3-((6-amino-5-fluoropyridin-3-yl)ethynyl)-N-(4-((4-ethylpiperazin-1-yl)methyl)-3-(trifluoromethyl)phenyl)-4-methylbenzamide NC1=C(C=C(C=N1)C#CC=1C=C(C(=O)NC2=CC(=C(C=C2)CN2CCN(CC2)CC)C(F)(F)F)C=CC1C)F